C1(=CC(=CC=C1)SC)C methyl (3-tolyl) sulfide